2-((S)-4-(8-Fluoro-7-(5-chloro-2-(trifluoromethyl)phenyl)-2-(((2R,7aS)-2-fluorotetrahydro-1H-pyrrolizin-7a(5H)-yl)methoxy)pyrido[4,3-d]pyrimidin-4-yl)piperazin-2-yl)acetonitrile FC1=C(N=CC2=C1N=C(N=C2N2C[C@@H](NCC2)CC#N)OC[C@]21CCCN1C[C@@H](C2)F)C2=C(C=CC(=C2)Cl)C(F)(F)F